FC(C(=O)O)(F)F.N1=CC(=C2N1C=CC=C2)C#N pyrazolo[1,5-a]pyridine-3-carbonitrile 2,2,2-trifluoroacetate